methyl 3-((chlorosulfonyl)methyl)benzoate ClS(=O)(=O)CC=1C=C(C(=O)OC)C=CC1